1-methyl-3-trifluoromethyl-5-difluoromethoxy-1H-pyrazole CN1N=C(C=C1OC(F)F)C(F)(F)F